O=C1N(CCC1)C1=CC=C(C=C1)C=1OC(C(N1)=CC=1SC=CC1)=O 2-(4-(2-oxopyrrolidin-1-yl)phenyl)-4-(thiophen-2-ylmethylene)oxazol-5(4H)-one